NC1=C(OC=2N=CC3=C(N2)CN(CC3)C3(C(NNC=C3)=O)Cl)C=CC(=C1)F 4-(2-(amino-4-fluorophenoxy)-5,8-dihydropyrido[3,4-d]pyrimidin-7(6H)-yl)-4-chloropyridazin-3(2H)-one